ClC=1C=CC(=C(C1)C1=C(C(=NC=N1)O)C)N1N=NC(=C1)C(F)(F)F 6-{5-chloro-2-[4-(trifluoromethyl)-1H-1,2,3-triazol-1-yl]phenyl}-5-methylpyrimidin-4-ol